CN1C(COCC1)C=1SC2=C(N1)C=C(C=C2)B2OC(C(O2)(C)C)(C)C 4-methyl-3-(5-(4,4,5,5-tetramethyl-1,3,2-dioxaborolan-2-yl)benzo[d]thiazol-2-yl)morpholine